C(CCCCCCC\C=C/CCCCCCCC)OC(CN)COCCCCCCCC\C=C/CCCCCCCC 2,3-dioleoxypropylamine